ClC1=C(C=CC=2C(=C3N(C12)CCN(C3)C(=O)C3(COCC3)OC)C=3C=NNC3)Cl (6,7-Dichloro-10-(1H-pyrazol-4-yl)-3,4-dihydropyrazino[1,2-a]indol-2(1H)-yl)(3-methoxytetrahydrofuran-3-yl)methanone